(1R,2S)-benzyl 2-isopropylcyclopropanecarboxylate C(C)(C)[C@H]1[C@@H](C1)C(=O)OCC1=CC=CC=C1